all-cis-5,8,11,14,17-eicosapentaenoic acid CC/C=C\C/C=C\C/C=C\C/C=C\C/C=C\CCCC(=O)O